C1(CCCCC1)C=CC(C)N1CCOCC1 4-(4-cyclohexylbut-3-en-2-yl)morpholine